[Cl-].FC1=CC=C(CCN)C=C1 4-Fluorophenethyl-amine chloride